P(=O)(O)(O)O.FC=1C=C(C=CC1C=1C=NC(=CC1)C=1N=NN(N1)CCC)N1C(O[C@H](C1)C(C(F)(F)F)O)=O (R)-3-(3-fluoro-4-(6-(2-propyl-2H-tetrazol-5-yl)pyridin-3-yl)phenyl)-5-(1-hydroxy-2,2,2-trifluoro-ethyl)oxazolidin-2-one phosphate